4-(3-(2-methylphenyl)acryloylamino)benzoic acid CC1=C(C=CC=C1)C=CC(=O)NC1=CC=C(C(=O)O)C=C1